(S)-N-(3-(5-chloro-1H-indol-3-yl)propyl)-4-(3-(3-methylpiperazin-1-yl)propoxy)benzenesulfonamide ClC=1C=C2C(=CNC2=CC1)CCCNS(=O)(=O)C1=CC=C(C=C1)OCCCN1C[C@@H](NCC1)C